normal propyl vinyl ether C(=C)OCCC